NC1=C(C=2C=3N(C=NC2N1C1=C2C=NNC2=CC=C1C)C=CN3)C(=O)N 8-amino-7-(5-methyl-1H-indazol-4-yl)-7H-imidazo[1,2-c]pyrrolo[3,2-e]pyrimidine-9-carboxamide